C1(CC1)N1N=CC(=C1C(F)(F)F)C(=O)O 1-cyclopropyl-5-(trifluoromethyl)-1H-pyrazole-4-carboxylic acid